Maleic Anhydride Bis(2-hydroxyethyl)Terephthalate OCCOC(C1=CC=C(C(=O)OCCO)C=C1)=O.C1(\C=C/C(=O)O1)=O